N'-dimethylaminopropylcarbodiimide CN(C)CCCN=C=N